N-acryloylamido-ethoxyethanol C=CC(=O)NCCOCCO